NCCC=1C(C(=C(OC1)C)O)=O 5-(2-aminoethyl)-3-hydroxy-2-methyl-4H-pyran-4-one